Valylalanine N[C@@H](C(C)C)C(=O)N[C@@H](C)C(=O)O